7-chloro-4-(1-methyl-1H-pyrazol-4-yl)-1H-indazole ClC=1C=CC(=C2C=NNC12)C=1C=NN(C1)C